3-methyl-3-[(1-oxo-2-propenyl)amino]butanoic acid CC(CC(=O)O)(C)NC(C=C)=O